4-((2-fluoro-6-methoxybenzyl)amino)-2-((1-cyclohexyl-1H-pyrazol-4-yl)amino)pyrimidin-5-carboxamide FC1=C(CNC2=NC(=NC=C2C(=O)N)NC=2C=NN(C2)C2CCCCC2)C(=CC=C1)OC